1,2,5-thiadiazolidine-3-carboxamide 1,1-dioxide S1(NC(CN1)C(=O)N)(=O)=O